OCCOC(CCCCCCC\C=C/C\C=C/CCCCC)=O (9Z,12Z)-linoleic acid-2-hydroxyethyl ester